C(C)N(C(C1=C(C=CC(=C1)F)C=1C=2N(C=C(C1)C1CN(C1)[C@@H](CN1CCNCC1)C(C)C)C(=NC2)C)=O)C(C)C N-ethyl-5-fluoro-2-(3-methyl-6-{1-[(2R)-3-methyl-1-(piperazin-1-yl)butan-2-yl]azetidin-3-yl}imidazo[1,5-a]pyridin-8-yl)-N-(isopropyl)benzamide